C(#N)C=1SC(=CC1C(=O)NC1CC1)C1=CC(=NO1)C=1N(N=C(C1C(F)(F)F)OC(C(C(F)(F)F)F)(F)F)C 2-cyano-N-cyclopropyl-5-[3-[5-(1,1,2,3,3,3-hexafluoropropoxy)-2-methyl-4-(trifluoromethyl)pyrazol-3-yl]isoxazol-5-yl]thiophene-3-carboxamide